racemic-phosphane oxide [PH3]=O